2-methyl-5-(4,4,5,5-tetramethyl-1,3,2-dioxaborolan-2-yl)-4-(trifluoromethyl)indazole CN1N=C2C=CC(=C(C2=C1)C(F)(F)F)B1OC(C(O1)(C)C)(C)C